3-(2-cyclopropyl-6-(trifluoromethyl)pyridin-4-yl)-1-ethyl-8-((tetrahydro-2H-pyran-4-yl)methyl)-1,3,8-triazaspiro[4.5]decane-2,4-dione C1(CC1)C1=NC(=CC(=C1)N1C(N(C2(C1=O)CCN(CC2)CC2CCOCC2)CC)=O)C(F)(F)F